C(C1=CC=CC=C1)OC1=CC(=C(C=C1F)C1=CC=C2C(=NN(C2=C1)C1OCCCC1)C1=NC2=C(N1COCC[Si](C)(C)C)CNC2)C(C([2H])([2H])[2H])([2H])[2H] 6-(4-(benzyloxy)-2-(ethyl-d5)-5-fluorophenyl)-1-(tetrahydro-2H-pyran-2-yl)-3-(1-((2-(trimethylsilyl)ethoxy)methyl)-1,4,5,6-tetrahydropyrrolo[3,4-d]imidazol-2-yl)-1H-indazole